CC=1C=C(C=CC1N)O 3-methyl-p-aminophenol